ClC1=CC(=NC=C1)C(CCC[C@H](C)N)(F)F (S)-6-(4-chloropyridin-2-yl)-6,6-difluorohexan-2-amine